COC=1C=C2CCN(CC2=CC1C1(N=C(C2=C(N1)NC=C2)NC2=C(C=CC=C2)F)N)C 2-(6-methoxy-2-methyl-1,2,3,4-tetrahydroisoquinolin-7-yl)-N4-(o-fluorophenyl)-7H-pyrrolo[2,3-d]pyrimidine-2,4-diamine